2-[(2-tert-butoxyacetyl)-(2,6-difluoro-4-pyridyl)amino]-N-(2,2-dimethylcyclobutyl)-5-methyl-thiazole-4-carboxamide C(C)(C)(C)OCC(=O)N(C=1SC(=C(N1)C(=O)NC1C(CC1)(C)C)C)C1=CC(=NC(=C1)F)F